COC=1C=CC(=C(C=O)C1)[N+](=O)[O-] 5-methoxy-2-nitrobenzaldehyde